tert-butyl (2R,3S)-8-cyano-2,5-dimethyl-4-oxo-2,3,4,5-tetrahydropyrido-[3,2-b][1,4]oxazepin-3-ylcarbamate C(#N)C1=CC=2O[C@@H]([C@@H](C(N(C2N=C1)C)=O)NC(OC(C)(C)C)=O)C